BrC=1C=C2C(=NC1)NCN2C 6-bromo-1-methyl-1,3-dihydro-2H-imidazo[4,5-b]pyridin